CC1CN(CCN1C)C1=C(C=C(C(=C1)F)C1=CC(=CC=C1)CN1CCOCC1)NC(=O)C1=CNC(C=C1C(F)(F)F)=O N-(4-(3,4-dimethylpiperazin-1-yl)-6-fluoro-3'-(morpholinomethyl)-[1,1'-biphenyl]-3-yl)-6-oxo-4-(trifluoromethyl)-1,6-dihydropyridine-3-carboxamide